gamma-Hydroxybutyrate OCCCC(=O)[O-]